(4-(4-((3-(3,6-difluoropyridin-2-yl)-1-((1r,4r)-4-ethoxycyclohexyl)-1H-pyrazol-4-yl)carbamoyl)thiazol-2-yl)-1H-pyrazol-1-yl)methyl acetate C(C)(=O)OCN1N=CC(=C1)C=1SC=C(N1)C(NC=1C(=NN(C1)C1CCC(CC1)OCC)C1=NC(=CC=C1F)F)=O